OCCN(CCCOCCCCCCCCCCC(C)C)CCO bis-(2-hydroxyethyl)isotridecyl-oxypropylamine